3-((3-(7,8-dichloro-4-(1H-imidazol-1-yl)quinolin-2-yl)benzyl)oxy)propionic acid ClC1=CC=C2C(=CC(=NC2=C1Cl)C=1C=C(COCCC(=O)O)C=CC1)N1C=NC=C1